(3,5-dinitrophenyl)-1,2,4-oxadiazole [N+](=O)([O-])C=1C=C(C=C(C1)[N+](=O)[O-])C1=NOC=N1